4-amino-1-((2R,4S,5R)-4-(benzyloxy)-5-((benzyloxy)methyl)-5-(fluoromethyl)tetrahydro-furan-2-yl)-5-bromopyrimidin-2(1H)-one NC1=NC(N(C=C1Br)[C@@H]1O[C@]([C@H](C1)OCC1=CC=CC=C1)(CF)COCC1=CC=CC=C1)=O